FC=1C=C(C=C2C=CC=NC12)NC1=NC(=NC=C1)NC1=CC(=C(C=C1)OCCCN1CCCCC1)OC 4-(8-fluoro-6-quinolylamino)-2-[3-methoxy-4-(3-piperidinopropoxy)phenylamino]pyrimidine